ClC=1C=C(N=NC1)C=1C=C(C=CC1C)NC(=O)N1C2CC(CC1(C2)C2=NC(=NO2)C)C cis-N-(3-(5-chloropyridazin-3-yl)-4-methylphenyl)-3-methyl-1-(3-methyl-1,2,4-oxadiazol-5-yl)-6-azabicyclo[3.1.1]heptane-6-carboxamide